(E)-9-hexadecenol C(CCCCCCC\C=C\CCCCCC)O